ClC1=C(C=CC(=C1)Cl)N=[N+]=[N-] 2,4-dichlorophenyl azide